COC1=CC=C(C=C1)CC=1C2=C(N=C(N1)NC)C(=NN2)C(=O)[O-] [(4-methoxyphenyl)methyl](methyl)aminopyrazolo[4,3-d]pyrimidine-3-carboxylate